3-(cyclobutylmethoxy)benzoic acid C1(CCC1)COC=1C=C(C(=O)O)C=CC1